FC1=CC=C(C=N1)C1=NC(=C2C(=N1)N(N=C2)[C@@H]2CN(CC2)C(=O)OC(C)(C)C)NC(=O)C=2SC(=CC2)[N+](=O)[O-] tert-butyl (S)-3-(6-(6-fluoropyridin-3-yl)-4-(5-nitrothiophene-2-carboxamido)-1H-pyrazolo[3,4-d]pyrimidin-1-yl)pyrrolidine-1-carboxylate